C(#N)C1=C(C(=O)N(C)C)C=CC(=N1)OCCCCC1CCN(CC1)C(C(C(F)(F)F)(C1=CC=CC=C1)O)=O 2-cyano-N,N-dimethyl-6-(4-(1-(3,3,3-trifluoro-2-hydroxy-2-phenylpropanoyl)piperidin-4-yl)butoxy)nicotinamide